C(C1=CC=CC=C1)OC1CC(C1)C(C)=O 1-(3-(Benzyloxy)cyclobutyl)ethanone